FC=1C(=NC(=NC1)N[C@H]1[C@@H](COCC1)O)C=1C=C2C(=C(C=NC2=C(C1)F)C(C)(C)O)C (3S,4R)-4-((5-fluoro-4-(8-fluoro-3-(2-hydroxypropan-2-yl)-4-methylquinolin-6-yl)pyrimidin-2-yl)amino)tetrahydro-2H-pyran-3-ol